N-(6-fluoro-8-methyl-1-isoquinolyl)-4-(5-methyl-1,3,4-thiadiazol-2-yl)-N-(3-piperidyl)benzamide FC=1C=C2C=CN=C(C2=C(C1)C)N(C(C1=CC=C(C=C1)C=1SC(=NN1)C)=O)C1CNCCC1